2-(3-bromo-6-carbonyl-pyridazin-1(6H)-yl)acetic acid BrC1=NN(C(C=C1)=C=O)CC(=O)O